C(C1=CC=CC=C1)OC=1C(C=CN2N(CN(C(C21)=O)CCC2=CC=CC=C2)C21C(=CC3=CC(=C(C=C23)F)F)CC=2C=CC=CC21)=O 5-(benzyloxy)-1-(2,3-difluoroindeno[1,2-a]inden-4b(9H)-yl)-3-phenethyl-2,3-dihydro-1H-pyrido[2,1-f][1,2,4]triazine-4,6-dione